ClC1=CC=C(C=C1)N=NC1=CC=C(C=C1)O 4-chloro-4'-hydroxyazobenzene